CC(C(=O)OCC)(C)C1=CC=C(C=C1)B1OC(C(O1)(C)C)(C)C ethyl 2-methyl-2-(4-(4,4,5,5-tetramethyl-1,3,2-dioxaborolan-2-yl)phenyl)propanoate